C(#C)[C@@H]1[C@H](C1)C(=O)O (1S,2S)-2-ethynylcyclopropanecarboxylic acid